CC1(OB(OC1(C)C)C=C1CCC2(CN(C2)C(=O)N2CC3(C2)NC(OC3)=O)CC1)C 2-(7-((4,4,5,5-tetramethyl-1,3,2-dioxaborolan-2-yl)methylene)-2-azaspiro[3.5]nonane-2-carbonyl)-7-oxa-2,5-diazaspiro[3.4]octan-6-one